5-(N-(2-(4-(3-bromothiophene-2-carbonyl)piperazin-1-yl)phenyl)-N-phenethylsulfamoyl)-3-methylbenzofuran-2-carboxylic acid ethyl ester C(C)OC(=O)C=1OC2=C(C1C)C=C(C=C2)S(N(CCC2=CC=CC=C2)C2=C(C=CC=C2)N2CCN(CC2)C(=O)C=2SC=CC2Br)(=O)=O